3-((2-((4-(2-(3-(3-amino-6-(2-hydroxyphenyl)pyridazin-4-yl)-3,8-diazabicyclo[3.2.1]octan-8-yl)pyrimidin-5-yl)piperidin-1-yl)methyl)phenyl)amino)piperidine-2,6-dione NC=1N=NC(=CC1N1CC2CCC(C1)N2C2=NC=C(C=N2)C2CCN(CC2)CC2=C(C=CC=C2)NC2C(NC(CC2)=O)=O)C2=C(C=CC=C2)O